ClC1=NC=C(C(=N1)NC1=C(C=CC=C1)OC)Cl 2,5-dichloro-N-(2-methoxyphenyl)pyrimidin-4-amine